[Pb].[Li].[Ba] barium lithium lead